COC=1C=C(C=CC1)N1N=CC(=C1)C=1SC=C(N1)C(=O)N([C@H]1CNCC1)CCC 2-[1-(3-methoxyphenyl)-1H-pyrazol-4-yl]-N-propyl-N-[(3R)-pyrrolidin-3-yl]-1,3-thiazole-4-carboxamide